N-[(2R,3R,4R,5R,6R)-2-(3-aminopropoxy)-4,5-dihydroxy-6-(hydroxymethyl)tetrahydropyran-3-yl]acetamide hydrochloride Cl.NCCCO[C@@H]1O[C@@H]([C@@H]([C@@H]([C@H]1NC(C)=O)O)O)CO